CN(C1=CC=C(C=C1)C(C=1C(=NC(=NC1)O)O)C1=CC=C(C=C1)N(C)C)C 5-(bis(4-dimethylaminophenyl)methyl)pyrimidine-2,4-diol